3-(1-methyl-1H-indol-5-yl)urea CN1C=CC2=CC(=CC=C12)NC(N)=O